N-((5-chloro-6-((3-methylisoxazol-5-yl)methoxy)-1H-indol-2-yl)methyl)-3-oxabicyclo[3.1.0]hexane-1-carboxamide ClC=1C=C2C=C(NC2=CC1OCC1=CC(=NO1)C)CNC(=O)C12COCC2C1